C(C1=CC=CC=C1)NC1=C(N=NC(=C1)Cl)Cl N-benzyl-3,6-dichloro-pyridazin-4-amine